6-methyl-2-oxo-1-((2-(trifluoromethyl) pyridin-4-yl) methyl)-1,2-dihydropyridin-4-yl trifluoromethanesulfonate FC(S(=O)(=O)OC1=CC(N(C(=C1)C)CC1=CC(=NC=C1)C(F)(F)F)=O)(F)F